N-(5-(difluoromethyl)-2-((3-(5-isopropoxypyridin-2-yl)-1,2,4-thiadiazol-5-yl)amino)pyridin-3-yl)-N-methylacetamide FC(C=1C=C(C(=NC1)NC1=NC(=NS1)C1=NC=C(C=C1)OC(C)C)N(C(C)=O)C)F